BrC1=NN(C=C1)C(C)(C)C 3-bromo-1-(tert-butyl)-1H-pyrazole